tert-butyl tetrahydro-[1,3,2]dioxathiolo[4,5-c]pyridine-5(4H)-carboxylate 2,2-dioxide O1S(OC2CN(CCC21)C(=O)OC(C)(C)C)(=O)=O